N-(4,5-dichloropyridin-2-yl)pivalamide Methylene-3-(3,5-di-tert-butyl-4-hydroxyphenyl)propionate C=C(C(=O)O)CC1=CC(=C(C(=C1)C(C)(C)C)O)C(C)(C)C.ClC1=CC(=NC=C1Cl)NC(C(C)(C)C)=O